6-(cyclobutoxy)-1-(p-tolylsulfonyl)pyrrolo[2,3-b]pyridine C1(CCC1)OC1=CC=C2C(=N1)N(C=C2)S(=O)(=O)C2=CC=C(C=C2)C